N-[3-(trifluoromethyl)-1H-pyrazol-4-yl]pyridine FC(C1=NNC=C1N1CC=CC=C1)(F)F